acetic acid 2-(6,7-dichloro-9-(1-methyl-1H-pyrazol-3-yl)-3,4-dihydro-1H-pyrrolo[3,2-c:4,5-c']Dipyridin-2(5H)-yl)-2-oxoethyl ester ClC1=C2C(=C(N=C1Cl)C1=NN(C=C1)C)C=1CN(CCC1N2)C(COC(C)=O)=O